NCCCC(C(C(=O)NC1=CC=2N(C=C1)N=CC2)N2C(C=C(C(=C2)OC)C2=C(C=CC(=C2)Cl)C#N)=O)C 5-({6-Amino-2-[4-(5-chloro-2-cyanophenyl)-5-methoxy-2-oxopyridin-1(2H)-yl]-3-methyl-hexanoyl}amino)pyrazolo[1,5-a]pyridine